C(C)(C)(C)OC(=O)N1CCC(CC1)N1N=CC(=C1C)C=1C=C(C=2N(C1)N=CC2C#N)Br.FC2=C(C(=O)N)C(=CC(=C2)C(F)(F)F)F 2,6-difluoro-4-(trifluoromethyl)benzamide tert-butyl-4-[4-(4-bromo-3-cyano-pyrazolo[1,5-a]pyridin-6-yl)-5-methyl-pyrazol-1-yl]piperidine-1-carboxylate